ClC=1C(=C(C=CC1F)N(C(=O)[C@H]1N(C(NC1)=O)C1=CC(=C2C(=N1)C(CC2)=O)C(F)(F)F)C)F (S)-N-(3-chloro-2,4-difluorophenyl)-N-methyl-2-oxo-3-(7-oxo-4-(trifluoromethyl)-6,7-dihydro-5H-cyclopenta[B]pyridin-2-yl)imidazolidine-4-carboxamide